bismuth carbonate salt C([O-])([O-])=O.[Bi+3].C([O-])([O-])=O.C([O-])([O-])=O.[Bi+3]